COC1=CC=C(C=C1)C1(C=CC2=C(O1)C1=CC=CC=C1C(=C2O)C(=O)OCC)C2=CC=C(C=C2)N2CCOCC2 2-(4-methoxyphenyl)-2-(4-morpholinophenyl)-5-hydroxy-6-ethoxycarbonyl-2H-naphtho[1,2-b]pyran